C(C1=CC=CC=C1)(=O)O[C@H]1O[C@@H]([C@H]([C@H]1O)OC(C1=CC=CC=C1)=O)COC(C1=CC=CC=C1)=O (2R,3R,4S,5R)-5-((benzoyloxy) methyl)-3-hydroxytetrahydrofuran-2,4-diyl dibenzoate